perfluorododecyl-ethyl iodide FC(C(F)(F)F)(C(C(C(C(C(C(C(C(C(C(C(C(F)(F)F)(F)F)(F)F)(F)F)(F)F)(F)F)(F)F)(F)F)(F)F)(F)F)(F)F)(F)F)I